[(PROPYLAMINO)CARBONYL]OXIRAN C(CC)NC(=O)C1OC1